OC1C(OC2=CC(=CC(=C2C1)O)O)C1=CC=C(C=C1)[O-] 4-(3,5,7-trihydroxy-3,4-dihydro-2H-chromen-2-yl)phenolate